OC1COC2(C1)CCN(CC2)C(=O)OCC2=CC=CC=C2 Benzyl 3-hydroxy-1-oxa-8-azaspiro[4.5]decane-8-carboxylate